N-(tert-butoxycarbonyl)aspartic acid 1-benzyl ester C(C1=CC=CC=C1)OC([C@@H](NC(=O)OC(C)(C)C)CC(=O)O)=O